C(C)(=O)N1CC(CCC1)N(C(=O)NCC=1NC2=CC(=CC=C2C1)OCC1=NOC(=C1)C)C 1-(1-acetylpiperidin-3-yl)-1-methyl-3-({6-[(5-methyl-1,2-oxazol-3-yl)methoxy]-1H-indol-2-yl}methyl)urea